NC[C@H](CC(=O)O)C[C@@H](COC1=C(C=CC=C1)OC)C (3s,5s)-3-aminomethyl-6-(2-methoxy-phenoxy)-5-methyl-hexanoic acid